ClC=1C(=NC(=CC1)N1CC2CN(CC2C1)C(C1=C(C=CC=C1N1N=CC=N1)F)=O)C(=O)OC methyl 3-chloro-6-((3R,6S)-5-(2-fluoro-6-(2H-1,2,3-triazol-2-yl)benzoyl)hexahydropyrrolo[3,4-c]pyrrol-2(1H)-yl)picolinate